4-(4-acryloyl-2-methylpiperazin-1-yl)-7-(2,6-difluorophenyl)-1-(2-isopropyl-4-methylpyridin-3-yl)-2-oxo-1,2-dihydropyrido[2,3-d]pyrimidine-6-carbonitrile C(C=C)(=O)N1CC(N(CC1)C=1C2=C(N(C(N1)=O)C=1C(=NC=CC1C)C(C)C)N=C(C(=C2)C#N)C2=C(C=CC=C2F)F)C